CC=1OC=C(N1)C1=CC=C(C=C1)C1=CN=CC=2C(CCCC12)NC(CC)=O N-(4-(4-(2-methyloxazol-4-yl)phenyl)-5,6,7,8-tetrahydroisoquinolin-8-yl)propanamide